C(C)(=O)C1=CC=C(C=C1)C1=CC=C2C=CC(OC2=C1)=O 7-(4-acetylphenyl)coumarin